1,4,5,8-tetraamino-2,6-bis(4'-(pentyloxy)phenyl)-9,10-anthracenedione NC1=C(C=C(C=2C(C3=C(C(=CC(=C3C(C12)=O)N)C1=CC=C(C=C1)OCCCCC)N)=O)N)C1=CC=C(C=C1)OCCCCC